N-((S)-1-((E)-4-(3,3-difluoroazetidin-1-yl)-4-oxobut-2-en-1-yl)pyrrolidine-3-carbonyl)-N-methyl-L-valine FC1(CN(C1)C(/C=C/CN1C[C@H](CC1)C(=O)N([C@@H](C(C)C)C(=O)O)C)=O)F